3-[(2,3-dihydrothieno[3,4-b]-[1,4]dioxin-2-yl)methoxy]-1-Butyl-1-propanesulfonic acid di-n-octylamine salt C(CCCCCCC)NCCCCCCCC.O1C=2C(OCC1COCCC(S(=O)(=O)O)CCCC)=CSC2